FC(C(C(F)(F)F)(O)C1=CC=C(C=C1)C1=C(C=C(C=C1)CN1[C@@H](CN(CC1)CC1=CC=NC=C1)CC(=O)OCCOCC)C)(F)F 2-ethoxyethyl (R)-2-(1-((4'-(1,1,1,3,3,3-hexafluoro-2-hydroxypropan-2-yl)-2-methyl-[1,1'-biphenyl]-4-yl)methyl)-4-(pyridin-4-ylmethyl)piperazin-2-yl)acetate